COC(C1=C(C=C(C=C1)NC1CCC(CC1)O)C#CCN)=O.ClC1=C(CC=2NC=C(N2)C2=CC3=CC=CC=C3C=C2)C=C(C=C1)Cl 2-(2,5-Dichlorobenzyl)-4-(2-naphthyl)imidazole methyl-2-(3-aminoprop-1-yn-1-yl)-4-(((1r,4r)-4-hydroxycyclohexyl)amino)benzoate